sodium naphthaceneacetate C1(=CC=CC2=CC3=CC4=CC=CC=C4C=C3C=C12)CC(=O)[O-].[Na+]